3-(2'-methyl-4-(3-(5-(trifluoromethyl)pyridin-2-yloxy)pyrrolidin-1-yl)biphenyl-3-yl)prop-2-en-1-ol CC1=C(C=CC=C1)C1=CC(=C(C=C1)N1CC(CC1)OC1=NC=C(C=C1)C(F)(F)F)C=CCO